3-[5-Fluoro-3-methyl-2-oxo-4-(3-oxoazetidin-1-yl)benzimidazol-1-yl]piperidine-2,6-dione FC1=C(C2=C(N(C(N2C)=O)C2C(NC(CC2)=O)=O)C=C1)N1CC(C1)=O